CC1=C(C=C(C(=C1)OC1=CC=CC=C1)C1=CN(C=2C(NC=CC21)=O)C)N2C(CCC2=O)=O 1-(2-methyl-5-(1-methyl-7-oxo-6,7-dihydro-1H-pyrrolo[2,3-c]pyridin-3-yl)-4-phenoxyphenyl)pyrrolidine-2,5-dione